Cl.Cl.N1C[C@@H](CCC1)NC1=C2C(=NC=C1C(=O)OCC)NC=C2 ethyl (R)-4-(piperidin-3-ylamino)-1H-pyrrolo[2,3-b]pyridine-5-carboxylate di-hydrochloride